4,10-dinitro-2,6,8,12-tetraoxa-4,10-diazatetracyclo-[5.5.0.05,9.03,11]-dodecane [N+](=O)([O-])N1C2OC3OC2N(C2OC3OC12)[N+](=O)[O-]